ClC=1C=C(C=C(C1OC=1C=C2C(=NNC2=CC1)C)Cl)N1N=C(C(NC1=O)=O)C#N 2-(3,5-dichloro-4-((3-methyl-1H-indazol-5-yl)oxy)phenyl)-3,5-dioxo-2,3,4,5-tetrahydro-1,2,4-triazine-6-carbonitrile